tert-Butyl 3-((2-(N,N-bis(4-methoxybenzyl)sulfamoyl)-4-(imidazo[1,2-a]pyridin-3-yl)-3-(2-(4-methoxybenzyl)-2H-tetrazol-5-yl)phenyl)thio)azetidine-1-carboxylate COC1=CC=C(CN(S(=O)(=O)C2=C(C=CC(=C2C=2N=NN(N2)CC2=CC=C(C=C2)OC)C2=CN=C3N2C=CC=C3)SC3CN(C3)C(=O)OC(C)(C)C)CC3=CC=C(C=C3)OC)C=C1